4-Fluoro-N-({4-methyl-2-[5-methyl-2-(1,3-thiazol-2-yl)benzoyl]-2-azabicyclo[3.1.1]heptan-3-yl}methyl)anilin FC1=CC=C(NCC2N(C3CC(C2C)C3)C(C3=C(C=CC(=C3)C)C=3SC=CN3)=O)C=C1